2-(2-(4-(trifluoromethoxy)benzylidene)hydrazino)-4-(4-(hydroxy)phenyl)thiazole FC(OC1=CC=C(C=NNC=2SC=C(N2)C2=CC=C(C=C2)O)C=C1)(F)F